NC(C(=O)NC=1N=C(SC1)C#C)=CC1=C(C=CC=C1)C#N (S)-2-amino-3-(2-cyanophenyl)-N-(2-ethynyl-thiazol-4-yl)acrylamide